(R)-3-((S)-3-((R)-3-(((benzyloxy)carbonyl)amino)-2,3-dihydrobenzofuran-5-yl)-1-(tert-butyloxy)-1-oxopropan-2-yl)pyrrolidine-1-carboxylic acid tert-butyl ester C(C)(C)(C)OC(=O)N1C[C@H](CC1)[C@@H](C(=O)OC(C)(C)C)CC=1C=CC2=C([C@H](CO2)NC(=O)OCC2=CC=CC=C2)C1